n-butyl-bis(hydroxypropyl)phosphine oxide C(CCC)P(CCCO)(CCCO)=O